((1s,3s)-3-Hydroxy-3-methylcyclobutyl)(6-(3-isopropyl-2-(trifluoromethyl)phenoxy)-2-azaspiro[3.3]heptan-2-yl)methanone OC1(CC(C1)C(=O)N1CC2(C1)CC(C2)OC2=C(C(=CC=C2)C(C)C)C(F)(F)F)C